COC1=CC2=CC3=C(C(OC3)=O)C(=C2C=C1OC)NC1CC2=CC=CC(=C2CC1)OC 6,7-dimethoxy-9-((5-methoxy-1,2,3,4-tetrahydronaphthalen-2-yl)amino)naphtho[2,3-c]furan-1(3H)-one